1'-(1-(tetrahydro-2H-pyran-2-yl)-1H-pyrazol-4-yl)-3,6-dihydro-7H-spiro[dipyrrolo[2,3-b:3',2'-d]pyridine-8,4'-piperidin]-7-one O1C(CCCC1)N1N=CC(=C1)N1CCC2(CC1)C(NC=1C2=C2C(=NC1)NC=C2)=O